COC1=CC=C(C=C1)N1C=C(C(CC1)(C)C)C(CC1=CC=CC=C1)=O 1-(1-(4-methoxyphenyl)-4,4-dimethyl-1,4,5,6-tetrahydropyridin-3-yl)-2-phenylethanone